C(C)(C)(C)OC(=O)N1CC2=CC(=CC=C2C2(C1)CC2)CO 7'-(hydroxymethyl)-1'H-spiro[cyclopropane-1,4'-isoquinoline]-2'(3'H)-carboxylic acid tert-butyl ester